(1S,2R)-2-((S)-5-Chloro-8-((5-(difluoromethyl)-1-methyl-1H-1,2,3-triazol-4-yl)methoxy)-1-((1-oxoisoindolin-2-yl)methyl)-1,2,3,4-tetrahydroisochinolin-2-carbonyl)cyclohexan ClC1=C2CCN([C@@H](C2=C(C=C1)OCC=1N=NN(C1C(F)F)C)CN1C(C2=CC=CC=C2C1)=O)C(=O)C1CCCCC1